COC1=CC=C(C=C1)C=C(C#N)C(=O)N1CCNC2=CC=C(C=C12)OC 3-(4-methoxyphenyl)-2-[(7-methoxy-1,2,3,4-tetrahydroquinoxalin-1-yl)carbonyl]prop-2-enenitrile